mercapto-undecanol SC(CCCCCCCCCC)O